3-methyl-4-[1-[(6-methylpyridin-2-yl)methyl]benzimidazol-2-yl]-1,2,5-oxadiazole CC1=NON=C1C1=NC2=C(N1CC1=NC(=CC=C1)C)C=CC=C2